FC=1C(=C(C=CC1F)[C@H]1[C@@H](O[C@]([C@H]1C)(C(F)(F)F)C)C(=O)O)OCCO[Si](C(C)C)(C(C)C)C(C)C (2R,3S,4S,5R)-3-(3,4-difluoro-2-(2-((triisopropylsilyl)oxy)ethoxy)phenyl)-4,5-dimethyl-5-(trifluoromethyl)tetrahydrofuran-2-carboxylic acid